N1(N=NC=C1)C[C@@H]1C[C@H](CN1C#N)NC(=O)C=1OC(=NN1)C1=C(C=CC(=C1)OC(F)(F)F)OC1CC1 N-((3R,5S)-5-((1H-1,2,3-Triazol-1-yl)methyl)-1-cyanopyrrolidin-3-yl)-5-(2-cyclopropoxy-5-(trifluoromethoxy)phenyl)-1,3,4-oxadiazole-2-carboxamide